O[C@@H](C(=O)N1[C@@H]2[C@H](C[C@H]1C(=O)N[C@@H](C[C@H]1C(NCC1)=O)C(COC(F)(F)F)=O)CCC2)CC (2S,3aS,6aS)-1-((R)-2-hydroxybutanoyl)-N-((S)-3-oxo-1-((S)-2-oxopyrrolidin-3-yl)-4-(trifluoromethoxy)butan-2-yl)octahydrocyclopenta[b]pyrrole-2-carboxamide